FC=1C(=NC(=NC1)NC1=CC(=CC=C1)OC)N[C@@H]1CN(CCC1)C(C=C)=O (S)-1-(3-(5-fluoro-2-(3-methoxyphenylamino)pyrimidin-4-ylamino)piperidin-1-yl)prop-2-en-1-one